C(C1=CC=CC=C1)OC([C@@H](CC1=CC(=C(C=C1)C1CCOCC1)F)OC([C@H](CC(C)C)N(C)C(=O)OC(C)(C)C)=O)=O (2R)-1-(benzyloxy)-3-[3-fluoro-4-(oxacyclohex-4-yl) phenyl]-1-oxopropan-2-yl-(2S)-2-[[(tert-butoxy) carbonyl] (methyl) amino]-4-methylpentanoate